2-oxospiro[indoline-3,3'-pyrrolidine] O=C1NC2=CC=CC=C2C12CNCC2